8-(4-methoxyphenyl)-6-methyl-7-(3-azaspiro[5.5]undec-8-en-9-yl)pyrrolo[1,2-a]pyrazin-1-amine COC1=CC=C(C=C1)C=1C(=C(N2C1C(=NC=C2)N)C)C2=CCC1(CCNCC1)CC2